COC1=CC=2C=C3C(N(C2C=C1OCCCN1CCCC1)C1CCOCC1)CCC3 7-methoxy-N-(oxan-4-yl)-6-[3-(pyrrolidin-1-yl)propoxy]-1H,2H,3H-cyclopenta[b]quinolin